ClC=1C=C(C=CC1)C=1N=C(NC1C1=CC=CC=C1)CC=1SC=CC1 4-(3-Chlorophenyl)-5-phenyl-2-(2-thienylmethyl)imidazole